C1=CC=CC=2C=CC3=C(C=4C(O3)=C(C=CC4)N)C12 benzo[b]naphtho[1,2]furan-8-amine